2-(3-chloro-4-cyanophenyl)-4-methyl-N-((R,Z)-4-(methylsulfonyl)but-3-en-2-yl)piperidine-1-carboxamide ethyl-methyl-(4-(5-(trifluoromethyl)-1,2,4-oxadiazol-3-yl)benzyl)phosphonate C(C)CC(C1=CC=C(C=C1)C1=NOC(=N1)C(F)(F)F)P(O)(O)=O.ClC=1C=C(C=CC1C#N)C1N(CCC(C1)C)C(=O)N[C@H](C)\C=C/S(=O)(=O)C